CC(C)N1CCN(CC1)C1=CC=C(C=C1)C=1C=C2C=C(C(NC2=CC1)=O)C1=CC=NC=C1 6-{4-[4-(propan-2-yl)piperazin-1-yl]phenyl}-3-(pyridin-4-yl)-1,2-dihydroquinolin-2-one